C(C)OC(C(CCCC)(C)C)=O dimethylhexanoic Acid Ethyl Ester